N-(4-(2-(((1r,4r)-4-aminocyclohexyl)amino)-8-ethylquinazolin-6-yl)-3-fluorophenyl)-2-chlorobenzene-sulfonamide NC1CCC(CC1)NC1=NC2=C(C=C(C=C2C=N1)C1=C(C=C(C=C1)NS(=O)(=O)C1=C(C=CC=C1)Cl)F)CC